tert-Butyl 4-(3-hydroxy-4-(methoxycarbonyl)phenyl)-3,6-dihydropyridine-1(2H)-carboxylate OC=1C=C(C=CC1C(=O)OC)C=1CCN(CC1)C(=O)OC(C)(C)C